6-(difluoromethyl)-9-isopropyl-2-methoxyisoxazolo[5,4-h]quinazoline FC(C=1C=C2C=NC(=NC2=C2C1ON=C2C(C)C)OC)F